FC1=CC=C(C=C1)N1N=CC=2C1=NC(=NC2NC(=O)C=2SC(=CC2)[N+](=O)[O-])C2=CC=C(C=C2)OC(F)(F)F N-(1-(4-fluorophenyl)-6-(4-(trifluoromethoxy)phenyl)-1H-pyrazolo[3,4-d]pyrimidin-4-yl)-5-nitrothiophene-2-carboxamide